ClC=1C=C(C=CC1F)NC(N(C)[C@@H]1COCC=2NC(C=3C(=C(C=CC3C21)F)F)=O)=O (S)-3-(3-chloro-4-fluorophenyl)-1-(7,8-difluoro-6-oxo-1,4,5,6-tetrahydro-2H-pyrano[3,4-c]isoquinolin-1-yl)-1-methylurea